[N+](=O)([O-])C1=C(C=CC=C1)C1=CC=C(C=C1)CC(=O)OC Methyl 2-(2'-nitro-[1,1'-biphenyl]-4-yl)acetate